FC1=C(OCCCCCCCCCCCP(OC(C)(C)C)(OC(C)(C)C)=O)C=CC(=C1F)C1CCC(CC1)CCCCC di-tert-butyl (11-(2,3-difluoro-4-(4-pentylcyclohexyl)phenoxy)undecyl)phosphonate